ClC=1C=C(C(=NC1)NS(=O)(=O)C1=CNC(=C1)C1=CC=CC=C1)F N-(5-chloro-3-fluoro-2-pyridyl)-5-phenyl-1H-pyrrole-3-sulfonamide